1-[2-cyano-4-(trifluoromethyl)phenyl]-4-{2'-methoxy-[2,3'-bipyridine]-5-yl}-N-[(3R)-1-methylpyrrolidin-3-yl]piperidine-4-carboxamide C(#N)C1=C(C=CC(=C1)C(F)(F)F)N1CCC(CC1)(C(=O)N[C@H]1CN(CC1)C)C=1C=CC(=NC1)C=1C(=NC=CC1)OC